(S)-2-(tert-butoxycarbonyl)-7-(oxazol-2-ylmethoxy)-1,2,3,4-tetrahydroisoquinoline-3-carboxylic acid C(C)(C)(C)OC(=O)N1CC2=CC(=CC=C2C[C@H]1C(=O)O)OCC=1OC=CN1